Succinyl-proline C(CCC(=O)O)(=O)N1[C@@H](CCC1)C(=O)O